N-(3-(5-((2,6-Dioxopiperidin-3-yl)oxy)-2,4-difluorophenyl)prop-2-yn-1-yl)-5-(8-(7-isopropyl-1,3-dimethyl-2-oxo-2,3-dihydro-1H-benzo[d]imidazol-5-yl)isoquinolin-3-yl)picolinamide O=C1NC(CCC1OC=1C(=CC(=C(C1)C#CCNC(C1=NC=C(C=C1)C=1N=CC2=C(C=CC=C2C1)C1=CC2=C(N(C(N2C)=O)C)C(=C1)C(C)C)=O)F)F)=O